ClC1=CC=C(C=C1)P(C1=CC=CC=C1)=O (4-chlorophenyl)(phenyl)phosphine oxide